Cl.C(C)C=1SC=C(C1N)CC 2,4-diethylthiophene-3-amine hydrochloride